3,5-dichloro-2-(6-thiomorpholinopyridazin-3-yl)phenol ClC=1C(=C(C=C(C1)Cl)O)C=1N=NC(=CC1)N1CCSCC1